3-(benzylamino)-2,2-difluoropropan-1,1-d2-1-ol C(C1=CC=CC=C1)NCC(C(O)([2H])[2H])(F)F